ClC=1C(=CC2=C(NC(=N2)O[C@H]2[C@@H]3[C@H](OC2)[C@@H](CO3)O)C1)C1=CC=C(C=C1)C1=CC=C(C=C1)C(=O)NCCNC(=O)NC(CO)CO 4'-(6-chloro-2-(((3r,3ar,6r,6ar)-6-hydroxyhexahydrofuro[3,2-b]furan-3-yl)oxy)-1H-benzo[d]imidazol-5-yl)-N-(2-(3-(1,3-dihydroxypropan-2-yl)ureido)ethyl)-[1,1'-biphenyl]-4-carboxamide